(5-chloro-1H-indol-3-yl)-(3-oxa-8-azabicyclo[3.2.1]oct-8-yl)methanone ClC=1C=C2C(=CNC2=CC1)C(=O)N1C2COCC1CC2